N1,N4-bis(N-(2-ethylhexyl)carbamimidoyl)-1,4-diazepane-1,4-bis(carboximidamide) diformate C(=O)O.C(=O)O.C(C)C(CNC(=N)NC(=N)N1CCN(CCC1)C(NC(NCC(CCCC)CC)=N)=N)CCCC